N-(2-methylisoindolin-4-yl)ethanesulfonamide CN1CC2=CC=CC(=C2C1)NS(=O)(=O)CC